C(C)(C)(C)OC(=O)N1CC(C1)OC1=NC=CC=C1 3-(pyridin-2-yloxy)azetidine-1-carboxylic acid tert-butyl ester